tert-butyl (R)-(1-(2-(1-(cyclopropylmethyl)-7-(1-(2-methoxyacetyl)piperidin-4-yl)-1H-pyrrolo[2,3-c]pyridin-2-yl)-3-methylpyrazolo[1,5-a]pyridine-6-carbonyl)piperidin-3-yl)carbamate C1(CC1)CN1C(=CC=2C1=C(N=CC2)C2CCN(CC2)C(COC)=O)C2=NN1C(C=CC(=C1)C(=O)N1C[C@@H](CCC1)NC(OC(C)(C)C)=O)=C2C